6-chloro-1H-benzo[d][1,2,3]triazol-1-yl 2-amino-6-fluoropyrazolo[1,5-a]pyrimidine-3-carboxylate NC1=NN2C(N=CC(=C2)F)=C1C(=O)ON1N=NC2=C1C=C(C=C2)Cl